C1N(CCC12CNCC2)C2=CN=C1C=CC(=NC1=C2)C=2C(=NNC2)C2=NC(=CC=C2)C 7-(2,7-diazaspiro[4.4]nonan-2-yl)-2-[3-(6-methyl-2-pyridyl)-1H-pyrazol-4-yl]-1,5-naphthyridine